C(CCC)[Sn](C=1SC=CC1)(CCCC)CCCC tributyl-(thiophene-2-yl)stannane